Hexaazatriphenylen N1=NN=NC=2C3=NN=CC=C3C3=CC=CC=C3C12